(S)-(1-(methylamino)-1-oxo-5-phenylpentan-2-yl)carbamic acid tert-butyl ester C(C)(C)(C)OC(N[C@H](C(=O)NC)CCCC1=CC=CC=C1)=O